methyl (6-(4-(4-(((4-(trifluoromethyl)pyridin-2-yl)methyl)carbamoyl)-1H-1,2,3-triazol-1-yl)butyl)pyridazin-3-yl)carbamate FC(C1=CC(=NC=C1)CNC(=O)C=1N=NN(C1)CCCCC1=CC=C(N=N1)NC(OC)=O)(F)F